N1(N=NC=C1)CCC(=O)N1CC(=CCC1)C1=CC(=C2C=C(NC2=C1F)C(=O)O)C1=C(C=CC=C1)C 6-(1-(3-(1H-1,2,3-triazol-1-yl)propanoyl)-1,2,5,6-tetrahydropyridin-3-yl)-7-fluoro-4-(o-tolyl)-1H-indole-2-carboxylic acid